[Si](C)(C)(C(C)(C)C)OCC=1C=C(OCC=2C=C(C(=O)OC)C=CC2OC)C=CC1 methyl 3-((3-(((tert-butyldimethylsilyl)oxy)methyl)phenoxy)methyl)-4-methoxybenzoate